O1CCC(CC1)C(C(=O)OCC)C(=O)OCC diethyl 2-(tetrahydro-2H-pyran-4-yl)malonate